ClC=1C(=NC(=NC1)N1C[C@H](C[C@H](C1)C)C)NC1=CC2=C(N(C(N2CCC(C)(C)O)=O)C)C=C1F 5-((5-chloro-2-((3s,5r)-3,5-dimethylpiperidin-1-yl)pyrimidin-4-yl)amino)-6-fluoro-3-(3-hydroxy-3-methylbutyl)-1-methyl-1,3-dihydro-2H-benzo[d]imidazol-2-one